1-Hexyl-2-propylpiperidinium triflat [O-]S(=O)(=O)C(F)(F)F.C(CCCCC)[NH+]1C(CCCC1)CCC